N1CCC(CC1)OC1=C2CNCC2=CC=C1 4-(piperidin-4-yloxy)isoindoline